CN1N=NN=C1C(C1=CC=CC=C1)=NOCC1=CC=CC(=N1)NC(OCCCCC)=O Pentyl {6-[({[(1-methyl-1H-tetrazol-5-yl)(phenyl)methylene]amino}oxy)methyl]pyridin-2-yl}carbamat